FC1=C(C(=CC=C1F)F)C(C)=O 1-(2,3,6-Trifluoro-phenyl)ethanone